5-(3-Aminobenzo[d]isoxazol-4-yl)-N-(3-methoxyphenyl)indoline-1-carboxamide NC1=NOC2=C1C(=CC=C2)C=2C=C1CCN(C1=CC2)C(=O)NC2=CC(=CC=C2)OC